[N+](=O)([O-])C=1C=C(C=CC1)N1N=CC=CC1=O (3-nitrophenyl)pyridazin-3(2H)-one